2-(6-{5-chloro-2-[(oxan-4-yl)amino]pyrimidin-4-yl}-1-oxo-2,3-dihydro-1H-isoindol-2-yl)-N-[2-hydroxy-1-(pyridin-2-yl)ethyl]acetamide ClC=1C(=NC(=NC1)NC1CCOCC1)C1=CC=C2CN(C(C2=C1)=O)CC(=O)NC(CO)C1=NC=CC=C1